(6S)-6-tert-butyl-N-[(1R)-3-(methylamino)-1-[4-(6-oxo-1H-pyridin-3-yl)phenyl]propyl]-5,6,7,8-tetrahydrothieno[2,3-b]quinoline-2-carboxamide C(C)(C)(C)[C@@H]1CC=2C=C3C(=NC2CC1)SC(=C3)C(=O)N[C@H](CCNC)C3=CC=C(C=C3)C3=CNC(C=C3)=O